C[C@H]1[C@@H]([C@@]2(C[C@@H](CO2)O)O[C@@H]3[C@@H]1O[C@H]4C[C@H]([C@@H](O[C@@H]4[C@H]([C@@H]3O)C)CC(=O)C)O)C The molecule is a polycyclic ether comprising a central oxepine ring flanked by two fused tetrahydropyran rings together with a spiro-fused tetrahydrofuran ring. Corresponds to the JKLM ring fragment and epitope of ciguatoxin. It has a role as an epitope.